C(C1=CC=CC=C1)N1C(C(=CC(=C1)C(=O)N[C@H]1[C@@H](C1)CCN1CCOCC1)C(=O)NC)=O |o1:16,17| 1-benzyl-N3-methyl-N5-((1R*,2R*)-2-(2-morpholinoethyl)cyclopropyl)-2-oxo-1,2-dihydropyridine-3,5-dicarboxamide